3-Furaldehyd O1C=C(C=C1)C=O